C(C)(C)(C)N1N=C(C=C1NC=1N=NC=CC1)[C@@H]1C[C@@H](CC1)O (1R,3S)-3-(1-(tert-butyl)-5-(pyridazin-3-ylamino)-1H-pyrazol-3-yl)cyclopentan-1-ol